trans-2-(5-(4-((tert-butoxycarbonyl)amino)phenyl)-1-(4-ethynylbenzyl)piperidin-3-yl)acetic acid ethyl ester C(C)OC(C[C@@H]1CN(C[C@H](C1)C1=CC=C(C=C1)NC(=O)OC(C)(C)C)CC1=CC=C(C=C1)C#C)=O